(2S)-but-3-yn-2-ol C[C@@H](C#C)O